7-fluoro-5-(7-fluoro-5-((1-(trifluoromethyl)cyclopropyl)ethynyl)-3,4-dihydroquinolin-1(2H)-yl)-1-methyl-[1,2,4]triazolo[4,3-a]quinazoline FC=1C=C2C(=NC=3N(C2=CC1)C(=NN3)C)N3CCCC1=C(C=C(C=C31)F)C#CC3(CC3)C(F)(F)F